2-[2-hydroxy-4-(2-acryloyloxyethoxy)phenyl]-4,6-bis(4-methylphenyl)-1,3,5-triazine OC1=C(C=CC(=C1)OCCOC(C=C)=O)C1=NC(=NC(=N1)C1=CC=C(C=C1)C)C1=CC=C(C=C1)C